3-((4-methoxybenzyl)oxy)-5-((1-(4-(trifluoromethyl)phenyl)-1H-1,2,4-triazol-3-yl)amino)pyridinecarbonitrile COC1=CC=C(COC=2C(=NC=C(C2)NC2=NN(C=N2)C2=CC=C(C=C2)C(F)(F)F)C#N)C=C1